N-(4-(trifluoromethyl)phenyl)pyridineamide FC(C1=CC=C(C=C1)NC(=O)C1=NC=CC=C1)(F)F